(R)-N-(3,3-difluoro-1-(methylsulfonyl)piperidin-4-yl)-6-fluoro-5-(1-(2-fluoroethyl)-1H-benzo[d][1,2,3]triazol-6-yl)-4-methoxypyrrolo[2,1-f][1,2,4]triazin-7-d-2-amine FC1(CN(CC[C@H]1NC1=NN2C(C(=N1)OC)=C(C(=C2[2H])F)C=2C=CC1=C(N(N=N1)CCF)C2)S(=O)(=O)C)F